CC(C)(COP(=O)(O)OP(=O)(O)OC[C@@H]1[C@H]([C@H]([C@@H](O1)N2C=NC3=C(N=CN=C32)N)O)OP(=O)(O)O)[C@H](C(=O)NCCC(=O)NCCSC(=O)C/C=C\\CC(=O)O)O The molecule is a cis-3-enoyl-CoA and a monounsaturated fatty acyl-CoA. It derives from an adipoyl-CoA. It is a conjugate acid of a cis-3,4-didehydroadipoyl-CoA(5-).